The molecule is an amino cyclitol consisting of scyllo-inositol with the hydroxy groups at positions 1 and 3 replaced by unsubstituted amino groups and that at position 2 replaced by hydrogen. It has a role as an antibacterial agent. It derives from a streptamine. It is a conjugate base of a 2-deoxystreptamine(1+). C1[C@H]([C@@H](C([C@@H]([C@H]1N)O)O)O)N